tert-butyl (1-((2-(trifluoromethyl)imidazo[1,2-a]pyridin-5-yl)amino)piperidin-4-yl)carbamate FC(C=1N=C2N(C(=CC=C2)NN2CCC(CC2)NC(OC(C)(C)C)=O)C1)(F)F